O=C(C(=O)NC1=CC=CC=C1)C1=CC=C(C=C1)C 2-oxo-N-phenyl-2-(p-tolyl)acetamide